FC(C(=O)[O-])(F)F.BrC1=C(C(=O)NCCOCC[N+](C)(C)C)C=CC(=C1)NC=1C=2N(C=CN1)C(=CN2)C2=C(C(=C(C=C2)OC)F)F 2-[2-[[2-bromo-4-[[3-(2,3-difluoro-4-methoxy-phenyl)imidazo[1,2-a]pyrazin-8-yl]amino]benzoyl]amino]ethoxy]ethyl-trimethyl-ammonium 2,2,2-trifluoroacetate